FC1=C(OCC(=O)N(CC=2SC=CC2)C2=CC=CC=C2)C=CC=C1 2-(2-fluorophenoxy)-N-phenyl-N-(thiophen-2-ylmethyl)acetamide